P(=O)(OCC(=O)NCCNC(C1=C(C=CC(=C1)NC([C@H](C)NC([C@H](C)NC(CN=[N+]=[N-])=O)=O)=O)COC(=O)OC1=CC=C(C=C1)[N+](=O)[O-])=O)(OCC[N+](C)(C)C)[O-] 2-((2-(5-((S)-2-((S)-2-(2-azidoacetamido)propanamido)propanamido)-2-((((4-nitrophenoxy)carbonyl)oxy)methyl)benzamido)ethyl)amino)-2-oxoethyl (2-(trimethylammonio)ethyl) phosphate